BrC1=NN=C(O1)[C@@H]1N(C[C@H](CC1)NC(COC1=CC(=C(C=C1)Cl)F)=O)C(=O)OC(C)(C)C tert-butyl (2R,5S)-2-(5-bromo-1,3,4-oxadiazol-2-yl)-5-[[2-(4-chloro-3-fluoro-phenoxy)acetyl]amino]piperidine-1-carboxylate